4-Bromo-5-chloro-7-(2-morpholinoethoxy)-1,3-dihydrofuro[3,4-f]quinoline BrC1=C2C(=C3C=CC(=NC3=C1Cl)OCCN1CCOCC1)COC2